OCOC1=C(C=C(CC2=C(C=C(OCC(=O)NS(=O)(=O)C)C=C2C)C)C=C1)C(C)C 2-(4-(4-Hydroxymethoxy-3-isopropylbenzyl)-3,5-dimethylphenoxy)-N-(methylsulfonyl)acetamide